4-amino-N-((1R)-1-(2-pyrimidinyl)ethyl)-N-((5-(trifluoromethyl)-2-pyridinyl)methyl)-1,3-dihydrofuro[3,4-c][1,8]naphthyridine-8-carboxamide NC1=NC=2N=CC(=CC2C2=C1COC2)C(=O)N(CC2=NC=C(C=C2)C(F)(F)F)[C@H](C)C2=NC=CC=N2